3-[8-Amino-1-[4-(1-hydroxy-1-phenylethyl)phenyl]imidazo[1,5-a]pyrazin-3-yl]-1-methylcyclobutan-1-ol NC=1C=2N(C=CN1)C(=NC2C2=CC=C(C=C2)C(C)(C2=CC=CC=C2)O)C2CC(C2)(O)C